COC=1C(=C(OC2=CC=C(C=C2)C2=NN(C3=C2C=NC=C3)[C@H]3CN(CCC3)C(C=C)=O)C=CC1)C (R)-1-(3-(3-(4-(3-methoxy-2-methylphenoxy)phenyl)-1H-pyrazolo[4,3-c]pyridin-1-yl)piperidin-1-yl)prop-2-en-1-one